C(C1=CC=CC=C1)N(C)C=1C(=NN2C1N=CC=C2C=2C=NNC2)C(=O)NC2=CC(=CC=C2)Cl (benzyl-(methyl)amino)-N-(3-chlorophenyl)-7-(1H-pyrazol-4-yl)pyrazolo[1,5-a]pyrimidine-2-carboxamide